C(C1=CC=CC=C1)C=1NC(=C(N1)C1=C(C=C(C(=C1)Cl)Cl)Cl)C 2-benzyl-5-methyl-4-(2,4,5-trichlorophenyl)imidazole